COC1=C(C=CC(=C1)C1(CC1)C(=O)OC)N1CCC(CC1)C1=C(C(=NO1)C)C(=O)O 5-(1-(2-methoxy-4-(1-(methoxycarbonyl)cyclopropyl)phenyl)piperidin-4-yl)-3-methylisoxazole-4-carboxylic acid